(3-((5-(1-(4-chlorophenyl)-2,5-dimethyl-1H-pyrrole-3-carbonyl)-2-(pyrrolidin-1-yl)phenyl)amino)-3-oxopropyl)acrylamide ClC1=CC=C(C=C1)N1C(=C(C=C1C)C(=O)C=1C=CC(=C(C1)NC(CCC(C(=O)N)=C)=O)N1CCCC1)C